1-(1-(5,7-dichloro-8-fluoro-2-(methylthio)pyrido[4,3-d]pyrimidin-4-yl)piperidin-2-yl)ethan-1-one ClC1=NC(=C(C=2N=C(N=C(C21)N2C(CCCC2)C(C)=O)SC)F)Cl